5-bromo-2-methoxy-N-(6-methyl-5-oxo-5,6,7,8-tetrahydro-1,6-naphthyridin-3-yl)benzenesulfonamide BrC=1C=CC(=C(C1)S(=O)(=O)NC=1C=NC=2CCN(C(C2C1)=O)C)OC